NC1=CC=C2C(=N1)C(C(OC2=O)(C)C)C 2-amino-7,7,8-trimethyl-7,8-dihydro-5H-pyrano[4,3-b]pyridin-5-one